tetraoxaspiro[5.5]undecane O1OOOCC12CCCCC2